Thiophene-2-carbonyloxycopper S1C(=CC=C1)C(=O)O[Cu]